C(C)(=O)OCC(CCCC(C(CBr)=O)(C)C=1C=C(C=CC1)CC(C(=O)OCC)C)(C)C ethyl 3-(3-(8-acetoxy-1-bromo-3,7,7-trimethyl-2-oxooctan-3-yl)phenyl)-2-methylpropanoate